benzylamino-3-methyl-3,6-dihydro-2H-pyridine-1,3-dicarboxylic acid 1-tert-butyl ester 3-methyl ester COC(=O)C1(C(N(CC=C1)C(=O)OC(C)(C)C)NCC1=CC=CC=C1)C